C(C1=CC=CC=C1)(C1=CC=CC=C1)NC(C)CC N-benzhydrylbutane-2-amine